2-((2-oxabicyclo[2.1.1]hexan-1-yl)methoxy)-9-hydroxy-6,7-dihydro-4H-pyrimido[6,1-a]isoquinolin-4-one C12(OCC(C1)C2)COC2=NC(N1C(C3=CC=C(C=C3CC1)O)=C2)=O